CC1=C(C=C(C=C1)C=C)C The molecule is a member of the class of styrenes that is 1,2-dimethylbenzene substituted by a vinyl group at position 4. It has a role as a plant metabolite and a volatile oil component.